C(C)(C)(C)OC(CN1C(C=C(C=C1)B(O)O)=O)=O [1-(2-tert-butoxy-2-oxo-ethyl)-2-oxo-4-pyridinyl]boronic acid